C(C)(C)(C)OC(=O)N1CC2(C[C@H]1C(=O)O)CCCC2 (S)-2-(t-butoxycarbonyl)-2-azaspiro[4.4]nonane-3-carboxylic acid